C1(=CC=CC=C1)[S+](C(F)(F)F)C1=CC=CC=C1 diphenyl-(trifluoromethyl)sulfanium